ClC1=C(C=CC(=C1)C(F)(F)F)COC1CN(C1)C(=O)N1CC(CC1)C1=NC=NN1 [3-[[2-Chloro-4-(trifluoromethyl)phenyl]methoxy]azetidin-1-yl]-[3-(1H-1,2,4-triazol-5-yl)pyrrolidin-1-yl]methanone